N1=CC=CC2=CC(=CC=C12)NC(=O)NC1=CC=C(C=C1)CC1=NOC(=N1)C1=CC=C(C=C1)C(F)(F)F 1-(quinolin-6-yl)-3-[4-({5-[4-(trifluoromethyl)phenyl]-1,2,4-oxadiazol-3-yl}methyl)phenyl]urea